[P].C(C)(C)(C)C=1C=CC=C(C1OC)C(C)(C)C.C(C)(C)(C)C=1C=CC=C(C1OC)C(C)(C)C bis(3,5-di-T-butyl-4-methoxybenzene) phosphorus